N-(2-Ethynylthiazol-4-yl)-4-(4-(1-oxo-1,2-dihydroisoquinolin-8-yl)phenyl)-piperazine-1-carboxamide C(#C)C=1SC=C(N1)NC(=O)N1CCN(CC1)C1=CC=C(C=C1)C=1C=CC=C2C=CNC(C12)=O